C(N)(OC(C(=O)NCCOC(=O)OC1=CC=C(C=C1)C=CC1=CC(=CC(=C1)OCC)OCC)C(C)(C)C)=O Tert-butyl-(2-((2-(((4-(3,5-diethoxystyrenyl) phenoxy) carbonyl) oxy) ethyl) amino)-2-oxoethyl) carbamate